FC1N(CCN1C)C 2-fluoro-1,3-dimethylimidazoline